ClC1=NC=CC(=N1)C1=CCN(CC1)C(=O)OC(C)(C)C Tert-butyl 4-(2-chloropyrimidin-4-yl)-5,6-dihydropyridine-1(2H)-carboxylate